4-[4-(2-aminoethyl)pyrazol-1-yl]-3-(6-pyrrolidin-1-ylpyridazin-4-yl)oxybenzonitrile NCCC=1C=NN(C1)C1=C(C=C(C#N)C=C1)OC1=CN=NC(=C1)N1CCCC1